2-Ethyl-4-isopropylfuro[2,3-d]pyridazin-7(6H)-one C(C)C1=CC2=C(C(NN=C2C(C)C)=O)O1